C(#N)/C(/C(=O)O)=C\C1=CC=C(C=C1)N1C=2C=CC=CC2NC2=CC=CC=C12 (E)-2-cyano-3-(4-(phenazine-5(10H)-yl)phenyl)acrylic acid